ClC=1C=C(C=CC1)[C@H](C(=O)N1CC2=C(N=C(NC2=O)C2(CC2)C=2C=NC=C(C2)C2CCC(CC2)(F)F)CC1)O (R)-6-(2-(3-chlorophenyl)-2-hydroxyacetyl)-2-(1-(5-(4,4-difluorocyclohexyl)pyridin-3-yl)cyclopropyl)-5,6,7,8-tetrahydropyrido[4,3-d]pyrimidin-4(3H)-one